1,2,3,6-tetrahydro-pyridin N1CCC=CC1